O=C1NC(CCC1C1=CC(=C(C=C1)N1CCC(CC1)CN(C1CCC(CC1)NC(OC(C)(C)C)=O)C)F)=O tert-butyl ((1r,4r)-4-(((1-(4-(2,6-dioxopiperidin-3-yl)-2-fluorophenyl)piperidin-4-yl)methyl)(methyl)amino)cyclohexyl)carbamate